(α-butoxycarbonyl) acrylate C(C=C)(=O)OC(=O)OCCCC